C(=O)C=1C(=NC=NC1)N1CCN(CC1)C(=O)OC(C)(C)C Tert-Butyl 4-(5-formylpyrimidin-4-yl)piperazine-1-carboxylate